C(C)(C)(C)OC(=O)N1CC2=CC=C(C=C2CC1)N1CCC(CC1)C1=CC=C(C=C1)N 6-[4-(4-aminophenyl)-1-piperidinyl]-3,4-dihydro-1H-isoquinoline-2-carboxylic acid tert-butyl ester